C1(=CC=CC=C1)C1CC2C(CN(C2)C(C)(O)C2=CC(=CC=C2)C(F)(F)F)C1 (5-phenylhexahydrocyclopenta[c]pyrrol-2(1H)-yl)-1-(3-(trifluoromethyl)phenyl)ethanol